FC=1C(=CC(=NC1)OC)C1=NNC(=C1)C(=O)N1C2(CC2)C[C@H](CC1)C(=O)NCC=1C=CC2=C(B(OC2(C)C)O)C1 (S)-4-(3-(5-fluoro-2-methoxypyridin-4-yl)-1H-pyrazole-5-carbonyl)-N-((1-hydroxy-3,3-dimethyl-1,3-dihydrobenzo[c][1,2]oxaborol-6-yl)methyl)-4-azaspiro[2.5]octane-7-carboxamide